2-(benzyloxy)-5-nitrobenzaldehyde C(C1=CC=CC=C1)OC1=C(C=O)C=C(C=C1)[N+](=O)[O-]